C12(CC3CC(CC(C1)C3)C2)C(=O)N2CCN(CC2)CC2=C3C(N(C(=NC3=CC=C2)C)C2C(NC(CC2)=O)=O)=O 3-(5-((4-((1s,3s)-adamantan-1-carbonyl)piperazin-1-yl)methyl)-2-methyl-4-oxoquinazolin-3(4H)-yl)piperidine-2,6-dione